5-[1-fluoro-3-hydroxy-7-[[(3S)-pyrrolidin-3-yl]methoxy]-2-naphthyl]-1,1-dioxo-1,2,5-thiadiazolidin-3-one FC1=C(C(=CC2=CC=C(C=C12)OC[C@@H]1CNCC1)O)N1CC(NS1(=O)=O)=O